C(C)(C)(C)OC(=O)N1C[C@@H]2[C@H](C1)CC(C2)=O.CN(C(C(=O)C2=CC=C(C=C2)N2CCOCC2)(CC)CC2=CC=C(C=C2)C)C |o1:9,10| 2-dimethylamino-2-(4-methyl-benzyl)-1-(4-morpholinylphenyl)-1-butanone tert-butyl-rel-(3aR,6aS)-5-oxohexahydrocyclopenta[c]pyrrole-2(1H)-carboxylate